(6S,9R)-4-chloro-1-fluoro-6,7,8,9-tetrahydro-5H-6,9-epiminocyclohepta[c]pyridine ClC=1C2=C(C(=NC1)F)[C@H]1CC[C@@H](C2)N1